C1(CC1)[C@H]1[C@@H](COC1)O |r| (±)-trans-4-cyclopropyltetrahydrofuran-3-ol